1-ethyl-3-[5-[6-[4-(4-fluoro-3-methoxy-phenyl)-1,2,4-triazol-3-yl]-8-methyl-imidazo[1,2-a]pyridin-3-yl]-2-pyridyl]urea C(C)NC(=O)NC1=NC=C(C=C1)C1=CN=C2N1C=C(C=C2C)C2=NN=CN2C2=CC(=C(C=C2)F)OC